tellurane [Te]1CCCCC1